2-ethylidene-7,8-dimethyl-1,2,3,4,4a,9b-Hexahydro-1,4-methanodibenzo[b,d]furan C(C)=C1C2C3C(OC4=C3C=C(C(=C4)C)C)C(C1)C2